N-((2R,3S)-1-(2-oxo-1,2-dihydropyridin-4-yl)-2-((((CIS)-4-phenylcyclohexyl)oxy)methyl)pyrrolidin-3-yl)methanesulfonamide O=C1NC=CC(=C1)N1[C@H]([C@H](CC1)NS(=O)(=O)C)CO[C@@H]1CC[C@@H](CC1)C1=CC=CC=C1